(S)-3-(1-hydroxypropan-2-yl)-8-(isothiazol-4-yl)-6-(6-(trifluoromethyl)pyridin-3-yl)pyrido[3,4-d]pyrimidin-4(3H)-one OC[C@H](C)N1C=NC2=C(C1=O)C=C(N=C2C=2C=NSC2)C=2C=NC(=CC2)C(F)(F)F